C(CC#CC)=O pent-3-yn-1-one